tert-butyl (4-(4-(4-((4-([1,1'-biphenyl]-3-yl)-5-chloropyrimidin-2-yl)amino)piperidine-1-carbonyl)piperidin-1-yl)-4-oxobutyl)carbamate C1(=CC(=CC=C1)C1=NC(=NC=C1Cl)NC1CCN(CC1)C(=O)C1CCN(CC1)C(CCCNC(OC(C)(C)C)=O)=O)C1=CC=CC=C1